racemic-5-(chloromethyl)-3-((3R,5R)-5-(4-chlorophenyl)tetrahydrofuran-3-yl)-1,2,4-oxadiazole ClCC1=NC(=NO1)[C@@H]1CO[C@H](C1)C1=CC=C(C=C1)Cl |r|